7-(3-(3,5-difluoro-2-methylphenyl)-7,8-dihydro-1,6-naphthyridin-6(5H)-yl)-8-methyl-4H-pyrimido[1,2-b]pyridazin-4-one FC=1C(=C(C=C(C1)F)C=1C=NC=2CCN(CC2C1)C=1C(=CC=2N(N1)C(C=CN2)=O)C)C